(1Z)-2-Chlorocyclononanon ClC1C(CCCCCCC1)=O